COC(=O)C1CN(CCN1C1=NC(=CC=C1[N+](=O)[O-])Cl)C(=O)OC(C)(C)C 4-(6-chloro-3-nitropyridin-2-yl)piperazine-1,3-dicarboxylic acid 1-(tert-butyl) 3-methyl ester